2-cyclohex-1-enyl-4,4,5,5-tetramethyl-1,3,2-dioxaborolane C1(=CCCCC1)B1OC(C(O1)(C)C)(C)C